CN(C(CC1=CC=C(C=C1)OC)(C)C)C 2-dimethylamino-1-(4-methoxyphenyl)-2-methylpropan